C1=C(C=CC=2OC3=C(C21)C=CC=C3)CNC3=CN=CN(C3=O)CC(=O)OCC ethyl 2-[5-(dibenzofuran-2-ylmethylamino)-6-oxo-pyrimidin-1-yl]acetate